N-(4-(2-((4-(4-methyl-7-((2-(trimethylsilyl)ethoxy)methyl)-7H-pyrrolo[2,3-d]pyrimidin-6-yl)phenyl)amino)-2-oxoethyl)phenyl)acrylamide CC=1C2=C(N=CN1)N(C(=C2)C2=CC=C(C=C2)NC(CC2=CC=C(C=C2)NC(C=C)=O)=O)COCC[Si](C)(C)C